Benzyl 4-(4-amino-5-methyl-1H-indol-1-yl)piperidine-1-carboxylate NC1=C2C=CN(C2=CC=C1C)C1CCN(CC1)C(=O)OCC1=CC=CC=C1